α-(2-iodo-benzyl)-proline IC1=C(C[C@@]2(NCCC2)C(=O)O)C=CC=C1